COC=1C=C(C=NC1)N1N=CC(=C1)C(C)O 1-(1-(5-methoxypyridin-3-yl)-1H-pyrazol-4-yl)ethan-1-ol